NC1CCN(CC1)CC1=CC=C(C=C1)N1C(=NC=2C1=NC(=CC2)C2CC2)C=2C(=NC=CC2)N 3-(3-(4-((4-aminopiperidin-1-yl)methyl)phenyl)-5-cyclopropyl-3H-imidazo[4,5-b]pyridin-2-yl)pyridin-2-amine